azetidin-3-yl 6-[5-(6-methyl-2-pyridyl)-1H-pyrazol-4-yl]quinoline-3-carboxylate CC1=CC=CC(=N1)C1=C(C=NN1)C=1C=C2C=C(C=NC2=CC1)C(=O)OC1CNC1